C1(=CC=CC=C1)C1C2C=CC1C=C2 7-phenyl-2,5-norbornadiene